C1(CCCCC1)CCC1=CC2=C(S1)C1=CC=3C=CC4=C(SC(=C4)CCCCC)C3C=C1C=C2 2-(2-cyclohexylethyl)-8-pentylanthra[1,2-b:5,6-b']dithiophene